CC1(C=C1)C(=O)NNCCCC[C@H](N)C(=O)O Nε-(1-methylcycloprop-2-enecarboxamido)lysine